6-methyl-2,5,6,7-tetrahydro-4H-indazol-4-one CC1CC(C2=CNN=C2C1)=O